2-((1R,5s)-6-oxa-3-azabicyclo[3.1.1]hept-3-yl)quinazolin-6-carbaldehyde [C@@H]12CN(C[C@@H](O1)C2)C2=NC1=CC=C(C=C1C=N2)C=O